(1S,2S,5R)-2-((S)-but-3-en-2-yl)-3,8-diazabicyclo[3.2.1]octane-8-carboxylic acid tert-butyl ester C(C)(C)(C)OC(=O)N1[C@@H]2[C@@H](NC[C@H]1CC2)[C@@H](C)C=C